N-[4-(ethylamino)-1-methylbutyl]-7-chloroquinolin-4-amine C(C)NCCCC(C)NC1=CC=NC2=CC(=CC=C12)Cl